(R)-N-(3-(1-((6-amino-[3,3'-bipyridin]-5-yl)oxy)ethyl)phenyl)-3,5-dimethylbenzamide NC1=C(C=C(C=N1)C=1C=NC=CC1)O[C@H](C)C=1C=C(C=CC1)NC(C1=CC(=CC(=C1)C)C)=O